FC(C)(C1=CC2=C(SC(=C2)C(N[C@H]2CCCC[C@@H]3N(C2=O)[C@@H](CC3)C(=O)N3CC(CC3)C=3C=NC=CC3)=O)C=C1)P(O)(O)=O (1-fluoro-1-(2-(((3S,6S,10aS)-5-oxo-3-(3-(pyridin-3-yl)pyrrolidine-1-carbonyl)decahydropyrrolo[1,2-a]azocin-6-yl)carbamoyl)benzo[b]thiophen-5-yl)ethyl)phosphonic acid